N1C=NC(=C1)CN(C1=CC(=CC=C1)[N+](=O)[O-])C N-((1H-imidazol-4-yl)methyl)-N-methyl-3-nitroaniline